C(C)(=O)[C@](N)(CCCCNC(=O)OCC[Si](C)(C)C)C(=O)O 2-Acetyl-N6-{[2-(trimethylsilyl)ethoxy]carbonyl}-L-lysine